COC1=CC=C(CO[C@H](C=C)[C@@H]([C@H](O[Si](C(C)(C)C)(C)C)CC#CCOC2OCCCC2)OCCCO[Si](C(C)(C)C)(C2=CC=CC=C2)C2=CC=CC=C2)C=C1 (5R,6S)-6-((R)-1-(4-methoxybenzyloxy)allyl)-2,2,3,3,13,13-hexamethyl-12,12-diphenyl-5-(4-(tetrahydro-2H-pyran-2-yloxy)but-2-ynyl)-4,7,11-trioxa-3,12-disilatetradecane